OC1OC2=C(N(C1=O)O)C=CC=C2 2,4-dihydroxy-2H-1,4-benzoxazine-3(4H)-one